ClC=1N=NC(=CC1CC=1N=NC(=CC1)OC)Cl 3,6-dichloro-4-[(6-methoxypyridazin-3-yl)methyl]pyridazine